(±)-1-(4-Cyanophenyl)-4-(2-((2R)-2-hydroxy-7-azabicyclo[2.2.1]heptan-7-yl)acetyl)-5-methyl-1H-pyrrole-2-carbonitrile C(#N)C1=CC=C(C=C1)N1C(=CC(=C1C)C(CN1C2[C@@H](CC1CC2)O)=O)C#N